methyl (1R,2S,5S)-3-(imidazo[1,2-a]pyridine-6-carbonyl)-6,6-dimethyl-3-azabicyclo[3.1.0]hexane-2-carboxylate N=1C=CN2C1C=CC(=C2)C(=O)N2[C@@H]([C@H]1C([C@H]1C2)(C)C)C(=O)OC